tert-butyl 1,5-difluoro-3,8-diazabicyclo[3.2.1]octane-8-carboxylate FC12CNCC(CC1)(N2C(=O)OC(C)(C)C)F